NC=1C=NC=CC1/C=C/C(=O)OCC Ethyl (E)-3-(3-amino-4-pyridyl)prop-2-enoate